1-methylphenyl-dihydropyrazolo[3,4-d]pyrrolo[1,2-a]pyrimidine-4(6H)-one CC1(CC=CC=C1)N1NCC2=C1N=C1N(C2=O)CC=C1